N-((3S,4S)-1-(5-(3-cyano-6-ethoxypyrazolo[1,5-a]pyridin-4-yl)pyridin-2-yl)-3-hydroxypiperidin-4-yl)-1-methylcyclobutane-1-carboxamide C(#N)C=1C=NN2C1C(=CC(=C2)OCC)C=2C=CC(=NC2)N2C[C@@H]([C@H](CC2)NC(=O)C2(CCC2)C)O